FC(C1=CC=C(C=C1)N(N)C(C1=CC=CC=C1)=O)(F)F 4-(trifluoromethyl)Phenylbenzoyl-hydrazine